C(C=C)(=O)OCCCCCCCCCCCC[Si](OC)(OC)CCC acryloyloxydodecylpropyl-dimethoxysilane